C1(CC1)CN1C(=CC=2C1=C1CCN(CC1=CC2)CC)C2=NC1=C(N2C)C(=CC(=C1)C=O)F (2-(1-(cyclopropylmethyl)-7-ethyl-6,7,8,9-tetrahydro-1H-pyrrolo[2,3-f]isoquinolin-2-yl)-7-fluoro-1-methyl-1H-benzo[d]imidazol-5-yl)methanone